CCCCCCCC/C=C\CCCCCCCC(=O)OC[C@H](CO)OC(=O)CCCCCCC/C=C\CCCCCCCC Dioleoyl-sn-glycerol